ClC=1C=C(C=C(C1)Cl)C1=C2C=CC(=C(C2=CC=C1)N(C)C)NC(OC(C)(C)C)=O tert-butyl (5-(3,5-dichlorophenyl)-1-(dimethylamino)naphthalen-2-yl)carbamate